(S)-2-amino-1-[2-[6-(2-ethyl-4-hydroxyphenyl)-1H-indazol-3-yl]-1,4,6,7-tetrahydro-5H-imidazo[4,5-c]pyridin-5-yl]-3-methoxypropan-1-one N[C@H](C(=O)N1CC2=C(CC1)NC(=N2)C2=NNC1=CC(=CC=C21)C2=C(C=C(C=C2)O)CC)COC